OC(C)NCC(=O)O 2-((1-hydroxyethyl)amino)acetic acid